FC1(OC2=CC=C(C=C2O1)CN)F (2,2-Difluoro-1,3-dioxaindan-5-yl)methanamine